Octylphosphite C(CCCCCCC)OP([O-])[O-]